ClC1=CC(=NC=N1)OC1=C(C=CC=C1)/C(/C(=O)OC)=C\OC Methyl (E)-2-{2-[6-chloropyrimidine-4-yloxy] phenyl}-3-methoxyacrylate